6-(4-Cyanobenzoylamino)-N-((S)-3-(3,4-dihydroisoquinolin-2(1H)-yl)-2-hydroxypropyl)-5,6,7,8-tetrahydroimidazo[1,2-a]pyridine-2-carboxamide C(#N)C1=CC=C(C(=O)NC2CCC=3N(C2)C=C(N3)C(=O)NC[C@@H](CN3CC2=CC=CC=C2CC3)O)C=C1